4,6-dimethyl-5-(5-nitro-2-(2-(pyrrolidin-1-yl)ethoxy)phenyl)pyrimidine hydrochloride Cl.CC1=NC=NC(=C1C1=C(C=CC(=C1)[N+](=O)[O-])OCCN1CCCC1)C